ClC=1C(=C(C=CC1)[C@@H]1N(OCC1)C1=CC(=NC=N1)NC=1C(=CC(=C(C1)NC(C=C)=O)N1CCC(CC1)N1CCN(CC1)CC1CC1)OC)F N-(5-((6-((R)-3-(3-chloro-2-fluorophenyl)isoxazolidine-2-yl)pyrimidine-4-yl)amino)-2-(4-(4-(cyclopropylmethyl)piperazine-1-yl)piperidine-1-yl)-4-methoxyphenyl)acrylamide